p-hydroxy-phenylbutanone OC1=CC=C(C=C1)CC(CC)=O